1-[(3S)-6-fluoro-3-methyl-8-[5-(trifluoromethyl)-1,2,4-oxadiazol-3-yl]-3,5-dihydro-2H-1,4-benzoxazepin-4-yl]ethanone FC1=CC(=CC2=C1CN([C@H](CO2)C)C(C)=O)C2=NOC(=N2)C(F)(F)F